5'-(piperidin-4-yl)spiro[cyclobutane-1,3'-indol]-2'(1'H)-one N1CCC(CC1)C=1C=C2C3(C(NC2=CC1)=O)CCC3